CC1CCN(CC1)C1C(NC(C1)=O)=O 3-(4-methylpiperidin-1-yl)pyrrolidine-2,5-dion